COC(CN1N=CC=C1)C 1-(2-methoxypropyl)-1H-pyrazol